C(CCCCC\C=C/C=C\CC)O Z,Z-7,9-dodecadienol